Triphenyltitanium Tetrachloride C1(=CC=CC=C1)[Ti](C1=CC=CC=C1)(C1=CC=CC=C1)(Cl)(Cl)(Cl)Cl